(S)-1'-(6-amino-5-((3-chloro-2-morpholinopyridin-4-yl)thio)-3-methylpyrazin-2-yl)-1,3-dihydrospiro[indene-2,4'-piperidine]-1-amine NC1=C(N=C(C(=N1)N1CCC2(CC1)[C@@H](C1=CC=CC=C1C2)N)C)SC2=C(C(=NC=C2)N2CCOCC2)Cl